N-[6-(difluoromethyl)-2-pyridyl]-2-[4-[[4-[4-[(2,4-dioxohexahydropyrimidin-1-yl)methyl]phenyl]-1-piperidyl]methyl]cyclohexyl]-7-isopropoxy-imidazo[1,2-a]pyridine-6-carboxamide FC(C1=CC=CC(=N1)NC(=O)C=1C(=CC=2N(C1)C=C(N2)C2CCC(CC2)CN2CCC(CC2)C2=CC=C(C=C2)CN2C(NC(CC2)=O)=O)OC(C)C)F